(1,3-dioxolan-2-yl)-6-[3-[1-(4-methyl-1,2,4-triazol-3-yl)cyclobutyl]phenyl]-4-(trifluoromethyl)-1H-pyrrolo[2,3-c]pyridin-7-one O1C(OCC1)N1C=CC2=C1C(N(C=C2C(F)(F)F)C2=CC(=CC=C2)C2(CCC2)C2=NN=CN2C)=O